C(C)(C)(C)C1=NN=C(O1)C(=O)N1[C@H](C2=C(CC1)NC=N2)C2=NN1C(C(=CC=C1)OC(F)(F)F)=C2 (R)-(5-(tert-butyl)-1,3,4-oxadiazol-2-yl)(4-(4-(trifluoromethoxy)pyrazolo[1,5-a]pyridin-2-yl)-6,7-dihydro-1H-imidazo[4,5-c]pyridin-5(4H)-yl)methanone